O=C1NC(CCC1N1C(C2=CC=CC(=C2C1=O)NCCCCCCCCOC=1C=C(C=CC1)CC(=O)O)=O)=O 2-{3-[(8-{[2-(2,6-dioxopiperidin-3-yl)-1,3-dioxo-2,3-dihydro-1H-isoindol-4-yl]amino}octyl)oxy]phenyl}acetic acid